ClC1=C2CC[C@]3(C2=CC=C1)CCC=1C(=NC(=NC1[C@@H]3F)OC[C@H]3NCCC3)N3C[C@@H](N(CC3)C(=O)OCC=C)CC#N allyl (2S)-4-[(7S,8R)-4'-chloro-8-fluoro-2-[[(2S)-pyrrolidin-2-yl]methoxy]spiro[6,8-dihydro-5H-quinazoline-7,1'-indane]-4-yl]-2-(cyanomethyl)piperazine-1-carboxylate